N-fluorosulfonyl-(trifluoromethanesulfonyl)amide FS(=O)(=O)[N-]S(=O)(=O)C(F)(F)F